2-[2-(4-methyl-1-piperazinyl)ethyl]-N-[1-[3-(trifluoromethoxy)phenyl]ethyl]-4-(trifluoromethyl)-5-thiazolecarboxamide CN1CCN(CC1)CCC=1SC(=C(N1)C(F)(F)F)C(=O)NC(C)C1=CC(=CC=C1)OC(F)(F)F